CN1C(C(=C(C=C1)[O-])NC(N[C@@H](CC(=O)[O-])C=1C=C(C=CC1)C1=CC=C(C=C1)OC(F)(F)F)=O)=O.[Na+].[Na+] Natrium (S)-3-(3-(1-Methyl-4-oxido-2-oxo-1,2-dihydropyridin-3-yl)ureido)-3-(4'-(trifluoromethoxy)biphenyl-3-yl)propanoat